tert-Butyl 2-[(4-bromo-2-ethoxycarbonyl-indan-5-yl)oxymethyl]pyrrolidine-1-carboxylate BrC1=C2CC(CC2=CC=C1OCC1N(CCC1)C(=O)OC(C)(C)C)C(=O)OCC